ClC1=CC=C(C(=O)NC2CC3(C2)CCC(CC3)C3=CC=NC2=CC=C(C=C32)F)C=C1 (±)-4-chloro-N-(7-(6-fluoroquinolin-4-yl)spiro[3.5]nonan-2-yl)benzamide